CN(C(C(=O)C1=CC=C(C=C1)N1CCOCC1)(CC)CC1=CC=C(C=C1)C)C 2-(dimethylamino)-2-[(4-methyl-phenyl)methyl]-1-[4-(4-morpholinyl)phenyl]-1-butanone